3-hydroxy-4-methyl-5-ethyl-2(5H)furanone OC=1C(OC(C1C)CC)=O